ClC=1C(=CC(=C(C1)C=1NC=2C=CN=C(C2C(C1)=O)C(=O)N)C)C(CO)(C)C 2-[5-chloro-4-(2-hydroxy-1,1-dimethyl-ethyl)-2-methyl-phenyl]-4-oxo-1H-1,6-naphthyridine-5-carboxamide